1-ethoxy-2,2-difluoro-ethanol C(C)OC(C(F)F)O